BrC1=C(C=NN(C1=O)C)N[C@@H]1C[C@@H](CN(C1)C)C1=CC=C(C(=O)N2CCC(CC2)C2=CC=C(OC3C(NC(CC3)=O)=O)C=C2)C=C1 3-[4-[1-[4-[(3R,5R)-5-[(5-bromo-1-methyl-6-oxo-pyridazin-4-yl)amino]-1-methyl-3-piperidyl]benzoyl]4-piperidyl]phenoxy]piperidine-2,6-dione